Zinc [5-(methoxycarbonyl)pyridin-2-yl] chloride COC(=O)C=1C=CC(=NC1)Cl.[Zn]